2-(2,6-dioxopiperidin-3-yl)-5-(4-hydroxy-1-((S)-1-phenylethyl)piperidin-4-yl)isoindoline-1,3-dione O=C1NC(CCC1N1C(C2=CC=C(C=C2C1=O)C1(CCN(CC1)[C@@H](C)C1=CC=CC=C1)O)=O)=O